O=C([C@H]([C@H]([C@@H]([C@H](C(=O)O)O)O)O)O)O (keto)gluconic acid